N[C@H](CC(=O)OCC)C=1C=C(C=C(C1F)C(F)(F)F)C1=C(C=CC=C1C)C (R)-ethyl 3-amino-3-(4-fluoro-2',6'-dimethyl-5-(trifluoromethyl)biphenyl-3-yl)propanoate